2-chloro-10-(4-chlorobutyl)-10H-phenothiazine ClC1=CC=2N(C3=CC=CC=C3SC2C=C1)CCCCCl